CC1=C(C(=C(C(=C1O)C)C)O)C TetraMethylhydroquinone